CC(C=C)N1N2C(C(N(C1)[C@H](CO)C=C)=O)=CC(C(=C2)C(=O)NCC2=C(C=C(C=C2)F)F)=O (but-3-en-2-yl)-N-(2,4-difluorobenzyl)-3-((S)-1-hydroxybut-3-en-2-yl)-4,6-dioxo-2,3,4,6-tetrahydro-1H-pyrido[2,1-f][1,2,4]triazine-7-carboxamide